2-hydroxy-1-{4-[4-(2-hydroxy-2-methyl-propyl)benzyl]phenyl}-2-methyl-propan-1-one OC(C(=O)C1=CC=C(C=C1)CC1=CC=C(C=C1)CC(C)(C)O)(C)C